(4-((3H-[1,2,3]triazolo[4,5-b]pyridin-3-yl)oxy)-2-methylquinoline-6-yl)(morpholino)methanone N1=NN(C2=NC=CC=C21)OC2=CC(=NC1=CC=C(C=C21)C(=O)N2CCOCC2)C